(S)-3-(quinolin-6-ylamino)pyrrolidine-1-carboxylic acid tert-butyl ester C(C)(C)(C)OC(=O)N1C[C@H](CC1)NC=1C=C2C=CC=NC2=CC1